C(C)(OC1=CC=C(C=N1)C1=CN=CC(=N1)C(=O)N/N=C/C=1C(=NC=C(C1)OC([2H])([2H])[2H])F)([2H])[2H] (E)-6-(6-(ethoxy-1,1-d2)pyridin-3-yl)-N'-((2-fluoro-5-(methoxy-d3)pyridin-3-yl)methylene)pyrazine-2-carbohydrazide